(S)-3-(2-chloro-5-fluorophenyl)-N-(7-(3-hydroxyl-3-methylbut-1-yn-1-yl)-5-methyl-4-Oxo-2,3,4,5-tetrahydrobenzo[b][1,4]oxazepine-3-yl)imidazo[2,1-b]thiazole-6-carboxamide ClC1=C(C=C(C=C1)F)C=1N2C(SC1)=NC(=C2)C(=O)N[C@@H]2C(N(C1=C(OC2)C=CC(=C1)C#CC(C)(C)O)C)=O